C1(CC1)[C@@H]1CN(C[C@@H](N1)C)C=1N=NC(=CN1)C1=C(C=C(C=C1)C1=NC=NC(=C1)OC)O 2-{3-[(3R,5S)-3-cyclopropyl-5-methylpiperazin-1-yl]-1,2,4-triazin-6-yl}-5-(6-methoxypyrimidin-4-yl)phenol